6-iodo-5-{4-[(4-methylpyrimidin-2-yl)oxy]phenyl}-7-{[2-(trimethylsilyl)ethoxy]methyl}-7H-pyrrolo[2,3-d]pyrimidin-4-amine IC1=C(C2=C(N=CN=C2N)N1COCC[Si](C)(C)C)C1=CC=C(C=C1)OC1=NC=CC(=N1)C